2-(cyclopropylmethyl)-N-(2-fluorophenyl)-N-methyl-1,2,3,4-tetrahydroisoquinolin-7-amine hydrochloride Cl.C1(CC1)CN1CC2=CC(=CC=C2CC1)N(C)C1=C(C=CC=C1)F